C1(CC1)C1=C(C(=NO1)C1=C(C=CC=C1Cl)Cl)/C=C/C1CCN(CC1)C1=NC=C(C=N1)C(=O)O (E)-2-(4-(2-(5-cyclopropyl-3-(2,6-dichlorophenyl)isoxazol-4-yl)vinyl)piperidin-1-yl)pyrimidine-5-carboxylic acid